OC(CCC[C@@H](C)[C@H]1CCC2C3CC=C4C[C@H](CC[C@@]4(C3CC[C@]12C)C)O)(C)C (3S,10R,13R,17R)-17-[(1R)-5-hydroxy-1,5-dimethyl-hexyl]-10,13-dimethyl-2,3,4,7,8,9,11,12,14,15,16,17-dodecahydro-1H-cyclopenta[a]phenanthren-3-ol